1'-[1,3-phenylenedi(methylene)]bis(3,4-dimethylpyridin-1-ium) dibromide [Br-].[Br-].C1(=CC(=CC=C1)C[N+]1=CC(=C(C=C1)C)C)C[N+]1=CC(=C(C=C1)C)C